CC(C(=O)OC(CC)[Si](OCCO)(OCC)OCC)=C 1-[Diethoxy(2-hydroxyethoxy)silyl]propyl 2-methyl-2-propenoate